N[C@@H]1CC[C@H](CC1)CC(=O)O (trans-4-aminocyclohexyl)-acetic acid